FC(C=1C=C(C=C(C1)C(F)(F)F)O)(F)F 3,5-di-trifluoromethylphenol